CC(C[C@@H](C(=O)O)NCC1(O[C@@H]([C@H]([C@@H]1O)O)CO)O)C (2S)-4-methyl-2-({[(3S,4S,5R)-2,3,4-trihydroxy-5-(hydroxymethyl)tetrahydro-2-furanyl]methyl}amino)pentanoic acid